2-(6-(cyclopropanesulfonylamino)pyridin-2-yl)-N-(4-(5-fluoropyridin-3-yl)phenyl)acetamide C1(CC1)S(=O)(=O)NC1=CC=CC(=N1)CC(=O)NC1=CC=C(C=C1)C=1C=NC=C(C1)F